2-nitromethylene-1,3-thiazinane [N+](=O)([O-])C=C1SCCCN1